(2s,3s)-2-amino-N-(2-benzoyl-5-chlorophenyl)-3-methylpentanamide N[C@H](C(=O)NC1=C(C=CC(=C1)Cl)C(C1=CC=CC=C1)=O)[C@H](CC)C